C(C=C)(=O)OC1=C(C(=C(C=C1)C(C)(C)C)C(C)(C)C)C(C)(C)C tri-tert-butylphenyl acrylate